C(C)(=O)NC1=NC(N(C=C1)[C@@H]1OC[C@@H]([C@H]1OC(C1=CC=CC=C1)=O)OC(C1=CC=CC=C1)(C1=CC=C(C=C1)OC)C1=CC=C(C=C1)OC)=O.ClC1=CC=C(C=C1)CN1C(C2=CC=CC=C2C1C1=CC=C(C=C1)Cl)=O 2-(4-chlorophenylmethyl)-3-(4-chlorophenyl)isoindolin-1-one (2R,3R,4S)-2-(4-acetamido-2-oxopyrimidin-1(2H)-yl)-4-(bis(4-methoxyphenyl)(phenyl)methoxy)tetrahydrofuran-3-yl-benzoate